8-acetyl-6-fluoro-3-methyl-2-morpholinoquinazolin-4(3H)-one C(C)(=O)C=1C=C(C=C2C(N(C(=NC12)N1CCOCC1)C)=O)F